C(C)(C)(C)NC(CN(C=1C2=C(N=C(N1)C1=NC=CC(=C1)OCCOC1OCCCC1)CCC2)C)=O N-(tert-butyl)-2-(methyl(2-(4-(2-((tetrahydro-2H-pyran-2-yl)oxy)ethoxy)pyridin-2-yl)-6,7-dihydro-5H-cyclopenta[d]pyrimidin-4-yl)amino)acetamide